3-((4-(trifluoromethoxy)phenyl)amino)-4-((pyridin-2-ylmethyl)amino)cyclobut-3-ene-1,2-dione FC(OC1=CC=C(C=C1)NC=1C(C(C1NCC1=NC=CC=C1)=O)=O)(F)F